5-bromo-N-isopentyl-nicotinamide BrC=1C=NC=C(C(=O)NCCC(C)C)C1